(2S,4S)-4-(((benzyloxy)carbonyl)amino)-5-oxopyrrolidine-2-carboxylic acid methyl ester COC(=O)[C@H]1NC([C@H](C1)NC(=O)OCC1=CC=CC=C1)=O